2-(chloro(phenyl)methyl)-6-(methylcarbamoyl)isonicotinic acid tert-butyl ester C(C)(C)(C)OC(C1=CC(=NC(=C1)C(NC)=O)C(C1=CC=CC=C1)Cl)=O